butyl-4-methoxyphenyl methyl carbonate C(OC1=C(C=C(C=C1)OC)CCCC)(OC)=O